COC1=CC=C(CN(C=2N=C(C(=NC2)CN(CCN(C(OC(C)(C)C)=O)C)C)C=2CCN(CC2)C2=CC(=CC=C2)C)CC2=CC=C(C=C2)OC)C=C1 tert-butyl (2-(((5-(di(4-Methoxybenzyl)amino)-3-(1-(m-methylphenyl)-1,2,3,6-tetrahydropyridin-4-yl)pyrazin-2-yl)methyl)(methyl)amino)ethyl)(methyl)carbamate